C(C)(C)(C)OC(=O)N1CC(C1)C1=NN=C(N1)C1=CC(=C(C(=C1)[N+](=O)[O-])C)F 3-(5-(3-fluoro-4-methyl-5-nitrophenyl)-4H-1,2,4-triazol-3-yl)azetidine-1-carboxylic acid tert-butyl ester